CN([C@H](C(=O)O)CCC1=CC=C(C=C1)F)C(=O)OC(C)(C)C.C(CCCC)N Amylamine N-methyl-(2S)-2-(tert-butoxycarbonylamino)-4-(4-fluorophenyl)butanoate